CC1(OB(OC1(C)C)C1=C2C=3C=C4C(=CC3NC2=CC=C1)C=CC=C4)C (4,4,5,5-tetramethyl-1,3,2-dioxaborolan-2-yl)-5H-benzo[b]carbazole